S-Phenyl 3-[(3-oxo-3-phenylsulfanyl-propyl)disulfanyl]propanethioate O=C(CCSSCCC(SC1=CC=CC=C1)=O)SC1=CC=CC=C1